4-methoxy-6-(2-methoxyethoxy)pyrimidine-5-carboxylic acid COC1=NC=NC(=C1C(=O)O)OCCOC